FC1=C(C(=C(C(=C1S(=O)(=O)CC1=CC(=C(C=C1)OC)F)F)F)F)F 1,2,3,4,5-pentafluoro-6-((3-fluoro-4-methoxybenzyl)sulfonyl)benzene